noNacetylneuraminic acid C(CCCCCCCCCCCCCCC)C([C@]([C@]([C@]1([C@@]([C@](C(C(C(O)=O)(O)O1)(CCCCCCCCCCCCCCCC)CCCCCCCCCCCCCCCC)(O)CCCCCCCCCCCCCCCC)(N)CCCCCCCCCCCCCCCC)CCCCCCCCCCCCCCCC)(O)CCCCCCCCCCCCCCCC)(O)CCCCCCCCCCCCCCCC)(O)CCCCCCCCCCCCCCCC